ClC=1C=C2C(=NC1OC)C(=C(N2C)C2=NC(=NN2)C(COC)N(C)C)N2C=NC=C2 1-(5-(6-chloro-3-(1H-imidazol-1-yl)-5-methoxy-1-methyl-1H-pyrrolo[3,2-b]pyridin-2-yl)-1H-1,2,4-triazol-3-yl)-2-methoxy-N,N-dimethylethan-1-amine